N=1ON=C2C1C=CC(=C2)COC2=C(C=O)C=C(C(=N2)Cl)C(F)(F)F 2-(Benzo[c][1,2,5]oxadiazol-5-ylmethoxy)-6-chloro-5-(trifluoromethyl)nicotinaldehyde